CC1=NC(=NC(=C1)C)N1CCNCC1 4,6-dimethyl-2-(piperazin-1-yl)pyrimidine